C(C1=CC=CC=C1)(=O)C1=CC=C2C(N(C(NC2=C1)=O)O)=O 7-benzoyl-3-hydroxyquinazoline-2,4(1H,3H)-dione